C1(=CC=CC2=CC=CC=C12)OC1=CC=CC2=CC=CC=C12 bisnaphthyl ether